5-oxo-5,6-dihydro-1-naphthalenesulfonic acid O=C1C=2C=CC=C(C2C=CC1)S(=O)(=O)O